4-hydroxy-diisopropyltryptamine CC(C)N(CCC1=CNC2=C1C(=CC=C2)O)C(C)C